ClC1=C(C(=O)NC2=NC=C(C=C2)C(=O)N2CCC([C@@](C3=C2C=CC(=C3)Cl)(CO)O)(F)F)C=CC=C1Cl 2,3-dichloro-N-{5-[(5R)-7-chloro-4,4-difluoro-5-hydroxy-5-(hydroxymethyl)-2,3,4,5-tetrahydro-1H-1-benzazepin-1-carbonyl]pyridin-2-yl}benzamide